acryloyloxy-propyl-triethoxysilane methyl-1-[(2'S,6'S,7S)-2-chloro-6'-methyl-spiro[4,5-dihydrothieno[2,3-c]pyran-7,4'-piperidine]-2'-yl]cyclopropanecarboxylate COC(=O)C1(CC1)[C@H]1N[C@H](C[C@@]2(C1)OCCC1=C2SC(=C1)Cl)C.C(C=C)(=O)OC(C)O[Si](OCC)(OCC)CCC